4-((1s,4s)-4-(aminomethyl)cyclohexylamino)-2-(tetrahydro-2H-pyran-4-ylamino)pyrimidine-5-carboxamide NCC1CCC(CC1)NC1=NC(=NC=C1C(=O)N)NC1CCOCC1